6,6,9-trimethyl-3-propyl-6a,7,10,10a-tetrahydro-6H-benzo[c]chromen-1-ol CC1(OC=2C=C(C=C(C2C2C1CC=C(C2)C)O)CCC)C